1,3,5,7-Tetranitro-1,3,5,7-tetrazocane [N+](=O)([O-])N1CN(CN(CN(C1)[N+](=O)[O-])[N+](=O)[O-])[N+](=O)[O-]